tert-butyl (3-(1-(cis-3-(trifluoromethoxy)cyclobutyl)-1H-pyrazol-4-yl)bicyclo[1.1.1]pentan-1-yl)carbamate FC(O[C@H]1C[C@H](C1)N1N=CC(=C1)C12CC(C1)(C2)NC(OC(C)(C)C)=O)(F)F